CC[C@@H]1NC2=C(OC1)N=CC(=C2)CC2=CC=C(C=C2)F 2-(S)-2-ethyl-7-(4-fluorobenzyl)-2,3-dihydro-1H-pyrido[2,3-b][1,4]oxazine